CN1C=C(C2=CC=CC=C12)C(=O)NC1CCC(CC1)NC1=CC=CC=2N1C=C(N2)C(F)(F)F 1-methyl-N-(4-{[2-(trifluoromethyl)imidazo[1,2-a]pyridin-5-yl]amino}cyclohexyl)-1H-indole-3-carboxamide